COC(=O)[C@H]1NC(CC1)=O (2S)-5-oxotetrahydropyrrole-2-carboxylic acid methyl ester